6-(5',6-diamino-2-fluoro-4'-methyl-[3,3'-bipyridin]-5-yl)-3,4-dihydroisoquinolin-1(2H)-one, trifluoroacetic acid salt FC(C(=O)O)(F)F.NC=1C(=C(C=NC1)C=1C(=NC(=C(C1)C=1C=C2CCNC(C2=CC1)=O)N)F)C